5-Hydroxy-6-methoxy-1-benzothiophene-2-carboxylic acid ethyl ester C(C)OC(=O)C=1SC2=C(C1)C=C(C(=C2)OC)O